8-((9H-fluoren-9-yl)methyl) 3-(tert-butyl) 3,8-diazabicyclo[3.2.1]octane-3,8-dicarboxylate C12CN(CC(CC1)N2C(=O)OCC2C1=CC=CC=C1C=1C=CC=CC21)C(=O)OC(C)(C)C